IC1=NNC(=N1)CC1=CC=CC=C1 3-iodo-5-benzyl-1H-1,2,4-triazole